2-(3-(2-((1,5-dimethyl-1H-pyrazol-3-yl)amino)-5-methylpyrimidin-4-yl)-1H-indol-7-yl)-4-(2-methylpyridin-4-yl)-2,3-dihydro-1H-pyrrolo[3,4-c]pyridin-1-one CN1N=C(C=C1C)NC1=NC=C(C(=N1)C1=CNC2=C(C=CC=C12)N1CC=2C(=NC=CC2C1=O)C1=CC(=NC=C1)C)C